4-(1-ethyl-1H-pyrazol-3-yl)aniline C(C)N1N=C(C=C1)C1=CC=C(N)C=C1